(Z)-2-(4-(diethylamino)phenyl)-3-(4-((Z)-2-(4-(diethylamino)phenyl)-2-isocyanatovinyl)-2,5-dimethoxyphenyl)acrylonitrile C(C)N(C1=CC=C(C=C1)/C(/C#N)=C/C1=C(C=C(C(=C1)OC)\C=C(/N=C=O)\C1=CC=C(C=C1)N(CC)CC)OC)CC